CC=1C=CC=2NC3=CC=CC=C3C2C1C 3,4-Dimethylcarbazole